C[C@H](C1=CC(=CC(=C1)C(F)(F)F)C(F)(F)F)OC[C@]2(CC[C@]3(CCC(=O)N3)CN2)C4=CC=CC=C4 The molecule is an azaspiro compound that is 1,7-diazaspiro[4.5]decan-2-one carrying additional phenyl and 1-{[3,5-bis(trifluoromethyl)phenyl]ethoxy}methyl substituents at position 8. Used (in the form of the hydrochloride hydrate) for the prevention of delayed nausea and vomiting associated with initial and repeat courses of emetogenic cancer chemotherapy. It has a role as an antiemetic and a neurokinin-1 receptor antagonist. It is an ether, an azaspiro compound, a member of pyrrolidin-2-ones, a member of piperidines and an organofluorine compound. It is a conjugate base of a rolapitant(1+).